C(C)(=O)O[C@@H]1COC2=C1C=C(C=C2S(NC2=C(C(=C(C=C2)F)C=2C(=C1C=NC(=NC1=C(C2)CC)NC2CCN(CC2)C)F)F)(=O)=O)Cl (3S)-5-chloro-7-[(3-{8-ethyl-5-fluoro-2-[(1-methylpiperidin-4-yl) amino] quinazolin-6-yl}-2,4-difluorophenyl) sulfamoyl]-2,3-dihydro-1-benzofuran-3-yl acetate